1-octanol N,N-didecylaminoacetate C(CCCCCCCCC)N(CCCCCCCCCC)CC(=O)OCCCCCCCC